(1R,3R)-3-((S)-2-(2-(4-Chloro-1H-pyrazol-1-yl)ethyl)-6-(methoxycarbonyl)-7-methyl-6,7,8,9-tetrahydro-3H-imidazo[4,5-f]chinolin-3-yl)cyclohexan ClC=1C=NN(C1)CCC=1N(C=2C(=C3CC[C@@H](N(C3=CC2)C(=O)OC)C)N1)C1CCCCC1